FC1(CNC12CCC(CC2)NC(=O)[C@H]2CCN(C1(CC1)C2)C(=O)C2=NNC(=C2)C2=CC(=NC=C2F)OC)F (S)-N-((4r,7S)-3,3-difluoro-1-azaspiro[3.5]non-7-yl)-4-(5-(5-fluoro-2-methoxypyridin-4-yl)-1H-pyrazole-3-carbonyl)-4-azaspiro[2.5]octane-7-carboxamide